5-(4-((3-ethyl-2,4-dioxo-1,2,3,4-tetrahydrothieno[3,2-d]pyrimidin-6-yl)methyl)piperazin-1-yl)-6-fluoropicolinonitrile C(C)N1C(NC2=C(C1=O)SC(=C2)CN2CCN(CC2)C=2C=CC(=NC2F)C#N)=O